C(C)OC(C(C(=O)O)[Si](C)(C)C)=O (TMS)malonic acid ethyl ester